7-fluoro-N,N-dimethyl-1H-indazol-6-amine hydrochloride Cl.FC=1C(=CC=C2C=NNC12)N(C)C